ClC/C(=C(/CNC(OC(C)(C)C)=O)\C)/C tert-butyl (E)-(4-chloro-2,3-dimethylbut-2-en-1-yl)carbamate